[N].N1N=NC2=C1C=NC=N2 triazolopyrimidine nitrogen